ClC1=C(C=CC=C1Cl)[C@@H]1NCC[C@@H]1N1CCN(CC1)CC(=O)N 2-[4-[(2S,3S)-2-(2,3-dichlorophenyl)pyrrolidin-3-yl]piperazin-1-yl]acetamide